[Br-].C[N+]1(CCOCC1)CC MethylEthylMorpholinium Bromide